Methyl 6-(4-(tert-butoxy)-2-chlorophenyl)-3-chloropicolinate C(C)(C)(C)OC1=CC(=C(C=C1)C1=CC=C(C(=N1)C(=O)OC)Cl)Cl